magnesium isopropoxide CC([O-])C.[Mg+2].CC([O-])C